FC1=C(C(=CC(=C1)C(CC)(CC)O)F)C=1C=C(SC1)B(O)O (4-(2,6-Difluoro-4-(3-hydroxypentan-3-yl)phenyl)thiophen-2-yl)boronic acid